2-((1-(2-((1R,5S)-3-azabicyclo[3.1.0]hexan-3-yl)-6-fluoro-3-methyl-4-oxo-3,4-dihydroquinazolin-8-yl)ethyl)amino)benzoic acid [C@@H]12CN(C[C@H]2C1)C1=NC2=C(C=C(C=C2C(N1C)=O)F)C(C)NC1=C(C(=O)O)C=CC=C1